C(C1=CC=CC=C1)OC1=C(C(=C2C[C@@H](N(C2=C1)C(=O)OC(C)(C)C)CN(CCC1CC1)C(=O)OC(C)(C)C)F)NCC(=O)OC(C)(C)C tert-butyl (2R)-6-(benzyloxy)-2-{[(tert-butoxycarbonyl)(2-cyclopropylethyl)amino]methyl}-5-[(2-tert-butoxy-2-oxoethyl)amino]-4-fluoro-2,3-dihydro-1H-indole-1-carboxylate